C(#N)C1=CC=C(C=C1)C=1C(=NN(C1O)C1=NC=C(C(=O)O)C=C1)C 6-(4-(4-cyanophenyl)-5-hydroxy-3-methyl-1H-pyrazol-1-yl)nicotinic acid